[1,1'-bis(di-tert-butylphosphino)ferrocene] palladium dichloride [Pd](Cl)Cl.C(C)(C)(C)P([C-]1C=CC=C1)C(C)(C)C.[C-]1(C=CC=C1)P(C(C)(C)C)C(C)(C)C.[Fe+2]